4-(3-chloro-4-oxo-2-(trifluoromethyl)-4H-pyrido[1,2-a]pyrimidin-9-yl)-N-(2-cyanoethyl)-N-methylbenzamide ClC1=C(N=C2N(C1=O)C=CC=C2C2=CC=C(C(=O)N(C)CCC#N)C=C2)C(F)(F)F